NC1=CC=C(C=C1)S(=O)(=O)N1CCN(CC1)C1=NC(=CC(=N1)C#N)Cl 2-(4-((4-aminophenyl)sulfonyl)piperazin-1-yl)-6-chloropyrimidine-4-carbonitrile